7-(Cyclopentylamino)-5-(fluoromethyl)-2-(((tetrahydro-2H-pyran-4-yl)thio)methyl)quinazolin-4(3H)-one C1(CCCC1)NC1=CC(=C2C(NC(=NC2=C1)CSC1CCOCC1)=O)CF